C(N)(=O)C=1C(=C(\C=N\C2=CC=C(C=C2)C2CN(CCC2)C(=O)OC(C)(C)C)C=CC1)[N+](=O)[O-] tert-butyl (E)-3-(4-((3-carbamoyl-2-nitrobenzylidene)amino)phenyl)piperidine-1-carboxylate